dibenzo[b,d]furan-2,3,4,6,7,8,9-d7 C1=C(C(=C(C=2OC3=C(C21)C(=C(C(=C3[2H])[2H])[2H])[2H])[2H])[2H])[2H]